(Z)-11,12-hexadecadienal C(CCCCCCCCCC=C=CCCC)=O